2-((4-((7-Chloroquinolin-4-yl)amino)pentyl)((1-methyl-1H-1,2,4-triazol-3-yl)methyl)amino)ethan-1-ol ClC1=CC=C2C(=CC=NC2=C1)NC(CCCN(CCO)CC1=NN(C=N1)C)C